3-benzoyl-1-(2-(1-p-toluenesulfonyl-4-(trifluoromethyl)piperidin-2-yl)benzyl)thiourea C(C1=CC=CC=C1)(=O)NC(NCC1=C(C=CC=C1)C1N(CCC(C1)C(F)(F)F)S(=O)(=O)C1=CC=C(C)C=C1)=S